N-((S)-(4,4-Difluorocyclohexyl)(6-((R)-1-((S*)-4,4,4-trifluoro-3-methylbutanamido)ethyl)-1H-benzo[d]imidazol-2-yl)methyl)-1-(3,3,3-trifluoropropyl)-1H-pyrazole-5-carboxamide FC1(CCC(CC1)[C@H](NC(=O)C1=CC=NN1CCC(F)(F)F)C1=NC2=C(N1)C=C(C=C2)[C@@H](C)NC(C[C@@H](C(F)(F)F)C)=O)F |o1:36|